1-(2,4-Dichlorophenyl)-5-methyl-pyrazol ClC1=C(C=CC(=C1)Cl)N1N=CC=C1C